(S)- and (R)-2-((4-cyanophenethyl)amino)-N-(5-(3,3-difluoropyrrolidin-1-yl)pyridin-2-yl)-2-phenylacetamide C(#N)C1=CC=C(CCN[C@H](C(=O)NC2=NC=C(C=C2)N2CC(CC2)(F)F)C2=CC=CC=C2)C=C1 |r|